[Ni](Cl)Cl.CP(C)C.CP(C)C bis(trimethylphosphine) nickel (II) dichloride